C1(CCCC1)C1=CC=C(C=C1)C=1NC=2N(C(C1)=O)N=C(C2C(=O)O)C2=NC=CN=C2C 5-(4-Cyclopentylphenyl)-2-(3-methylpyrazin-2-yl)-7-oxo-4,7-dihydropyrazolo[1,5-a]pyrimidine-3-carboxylic acid